rac-(trans)-3-amino-1-((Z)-N,N'-bis(tert-butoxycarbonyl)carbamimidoyl)-4-(3-(4,4,5,5-tetramethyl-1,3,2-dioxaborolan-2-yl)propyl)pyrrolidine-3-carboxylic acid N[C@@]1(CN(C[C@H]1CCCB1OC(C(O1)(C)C)(C)C)\C(\NC(=O)OC(C)(C)C)=N/C(=O)OC(C)(C)C)C(=O)O